O=C1N2C(OC13CC(C3)OCC=3C=CC(=NC3)C3(CCC3)C#N)CC[C@H]2C2=NC=CN=C2 1-[5-({[(5'S)-3'-oxo-5'-(pyrazin-2-yl)tetrahydro-3'H-spiro[cyclobutane-1,2'-pyrrolo[2,1-b][1,3]oxazol]-3-yl]oxy}methyl)pyridin-2-yl]cyclobutane-1-carbonitrile